(S)-2-(2-azidoacetamido)-N-((S)-1-(((S)-4-ethyl-4-hydroxy-3-oxo-14-thioxo-3,4,12,14-tetrahydro-1H-pyrano[3',4':6,7]indolizino[1,2-b]quinolin-9-yl)amino)-1-oxopropan-2-yl)propanamide N(=[N+]=[N-])CC(=O)N[C@H](C(=O)N[C@H](C(=O)NC1=CC=2C=C3C(=NC2C=C1)C1=CC2=C(C(N1C3)=S)COC([C@]2(O)CC)=O)C)C